3-(2-(aminomethyl)-5-cyclopropylpyrazolo[1,5-a]pyridin-7-yl)-2,2-dimethylpropanamide NCC1=NN2C(C=C(C=C2CC(C(=O)N)(C)C)C2CC2)=C1